2-((3-chloro-4-fluorophenyl)(4-fluoro-2-methylphenoxy)methyl)-4-methyl-5-(methyl-sulfonyl)-1H-imidazole ClC=1C=C(C=CC1F)C(C=1NC(=C(N1)C)S(=O)(=O)C)OC1=C(C=C(C=C1)F)C